OC=1C(=CC2=C(N=C(S2)CNC(OCCCC)=O)C1)OC butyl N-[(5-hydroxy-6-methoxy-1,3-benzothiazol-2-yl)methyl]carbamate